COC1=C(C=CC=C1)P(CC=1N(C2=CC=CC=C2C1C1=CC=CC=C1)S(=O)(=O)C1=CC=C(C)C=C1)(C1=C(C=CC=C1)OC)=O bis(2-methoxyphenyl)((3-phenyl-1-p-toluenesulfonyl-1H-indolyl)methyl)phosphine oxide